N=1N(N=CC1)C=1C=CC=C2C(=CNC12)S(=O)(=O)Cl 7-(triazol-2-yl)-1H-indole-3-sulfonyl chloride